CN1C=NC=2N(C(N3C(C12)=NC=N3)=O)C 1,4-dimethyl-1H-[1,2,4]triazolo[5,1-i]purin-5(4H)-one